CC(=CCOC1OCCC1)CCC=C(C)C 2-((3,7-dimethyl-2,6-octadien-1-yl)oxy)tetrahydrofuran